(S)-(4-chloro-2-(2-hydroxypropan-2-yl)oxazol-5-yl)(4-(4-fluorobenzo[d]oxazol-2-yl)-6,7-dihydro-1H-imidazo[4,5-c]pyridin-5(4H)-yl)methanone ClC=1N=C(OC1C(=O)N1[C@@H](C2=C(CC1)NC=N2)C=2OC1=C(N2)C(=CC=C1)F)C(C)(C)O